dodeca-9-ene-4-ene CCCC=CCCCC=CCC